5,5-dimethyl-5,6,7,8-tetrahydronaphthalen-2-ol CC1(C=2C=CC(=CC2CCC1)O)C